6-chloroimidazo[1,2-B]pyridazin-2-amine ClC=1C=CC=2N(N1)C=C(N2)N